tert-Butyl (3,5-dichloro-1-(difluoromethyl)-1H-pyrrolo[3,2-b]pyridin-7-yl)(thiophen-2-ylmethyl)carbamate ClC1=CN(C=2C1=NC(=CC2N(C(OC(C)(C)C)=O)CC=2SC=CC2)Cl)C(F)F